C(C1=CC=CC=C1)N1S(C(C(C2=C1N=C(N2C2=CC=CC=C2)NCC2=CC=CC=C2)=O)C2=CC=C(C=C2)Cl)(=O)=O 1-benzyl-6-(Benzylamino)-3-(4-chlorophenyl)-5-phenyl-3,5-dihydroimidazo[4,5-c][1,2]thiazin-4(1H)-one 2,2-Dioxide